C(C)C1=CC=C(C=C1)S(=O)(=O)N1C=C(C2=CC=CC=C12)/C=C/C(=O)C1=CC=CC=C1 (E)-3-(1-((4-ethylphenyl)sulfonyl)-1H-indol-3-yl)-1-phenylprop-2-en-1-one